C(#N)C[C@@H](C1=CC=C(C=C1)S(=O)(=O)CC)NC(C1=CC(=C(C=C1)N1C[C@H](CC1)OC1=CC=C(C=C1)C(F)(F)F)C(F)(F)F)=O N-((S)-2-cyano-1-(4-(ethylsulfonyl)phenyl)ethyl)-3-(trifluoromethyl)-4-((S)-3-(4-(trifluoromethyl)phenoxy)pyrrolidin-1-yl)benzamide